7-((2-(2,6-dioxopiperidin-3-yl)-1,3-dioxoisoindolin-4-yl)amino)-N-(3-((3aR,4R,9bR)-4-(hydroxymethyl)-1-tosyl-2,3,3a,4,5,9b-hexahydro-1H-pyrrolo[3,2-c]quinolin-8-yl)phenyl)heptanamide O=C1NC(CCC1N1C(C2=CC=CC(=C2C1=O)NCCCCCCC(=O)NC1=CC(=CC=C1)C1=CC=2[C@H]3[C@@H]([C@@H](NC2C=C1)CO)CCN3S(=O)(=O)C3=CC=C(C)C=C3)=O)=O